2,6-dichloro-4-ethenylpyridine ClC1=NC(=CC(=C1)C=C)Cl